C(C)(C)(C)C1=C(C(=CC(=C1)C1=C2N(C3=CC=CC=C13)C=CC=C2)C(C)(C)C)O 2,6-di-t-butyl-4-(pyrido[1,2-a]indol-10-yl)phenol